tert-butyl ((1R)-3-methyl-2-oxo-1-(4-(trifluoromethyl)phenyl)cyclohexyl)carbamate CC1C([C@@](CCC1)(C1=CC=C(C=C1)C(F)(F)F)NC(OC(C)(C)C)=O)=O